1-(((S)-1-((R)-3-cyclohexyl-2-methylpropanoyl)-4-hydroxy-3,3-dimethylpiperidin-4-yl)methyl)-N,N-dimethyl-6-oxo-4-phenyl-1,6-dihydropyridine-3-carboxamide C1(CCCCC1)C[C@H](C(=O)N1CC([C@](CC1)(O)CN1C=C(C(=CC1=O)C1=CC=CC=C1)C(=O)N(C)C)(C)C)C